OCC(C)(C)NC(=O)C=1C=2C[C@@H]3[C@H](C2N(N1)C1=C(C=NC=C1)F)C3 (1aR,5aR)-2-(3-Fluoro-pyridin-4-yl)-1a,2,5,5a-tetrahydro-1H-2,3-diaza-cyclopropa[a]pentalene-4-carboxylic acid (2-hydroxy-1,1-dimethyl-ethyl)-amide